C(C=C)(=O)OC1=C(C=C(C=C1CCCCC)CCCCC)C(C)C1=C(C(=CC(=C1)C(C)(C)CC)C(C)(C)CC)O 2-[1-(2-hydroxy-3,5-di-tert-pentylphenyl) ethyl]4,6-dipentylphenyl acrylate